C(#N)C1=C(C=CC(=N1)[C@@H]1CC[C@H](CC1)CN(C(=O)[C@@H]1CC[C@H](CC1)C(=O)O)C1=CC(=CC=C1)C1=CN=C(S1)C1CC1)OC trans-4-(((trans-4-(6-Cyano-5-methoxypyridin-2-yl)cyclohexyl)methyl)(3-(2-cyclopropylthiazol-5-yl)phenyl)carbamoyl)cyclohexanecarboxylic acid